C(C1=CC=CC=C1)[C@@H]1[C@H](C1)C(=O)N[C@@H]1C(N(C2=C(OC1)C=CC=C2)C)=O (1S,2R)-2-benzyl-N-((S)-5-methyl-4-oxo-2,3,4,5-tetrahydrobenzo[b][1,4]oxazepin-3-yl)cyclopropanecarboxamide